COC12CCC(CC1)(CC2)C(=O)N 4-methoxybicyclo[2.2.2]octane-1-carboxamide